C([C@H]([C@@H]1C(=C(C(=O)O1)O)[O-])O)O.[Na+] Sodium Isoascorbate